FC=1C=CC(=C(C1)CC(=O)OC(C)(C)C)NC(C1=CC(=C(C=C1)N1CCCCC1)NC(=O)C1=NN(C2=CC=CC=C12)CCC(F)(F)F)=O tert-butyl 2-(5-fluoro-2-(4-(piperidin-1-yl)-3-(1-(3,3,3-trifluoropropyl)-1H-indazole-3-carboxamido) benzamido) phenyl)acetate